N-[(3R,4R)-4-[4-(2-fluoro-6-hydroxy-3-methoxybenzoyl)benzamido]pyrrolidin-3-yl]pyrimidine-4-carboxamide FC1=C(C(=O)C2=CC=C(C(=O)N[C@H]3[C@@H](CNC3)NC(=O)C3=NC=NC=C3)C=C2)C(=CC=C1OC)O